2,2,2-trifluoro-1-tetrahydropyran-4-yl-ethanone FC(C(=O)C1CCOCC1)(F)F